C1(CC1)C(=O)N cyclopropanecarboxamid